C(C)OC(C=C1C(NC2=CC(=CC=C12)C(=O)OCC)=O)=O ethyl 3-(2-ethoxy-2-oxoethylidene)-2-oxoindoline-6-carboxylate